CC(CCCOC(C1=CC=CC=C1)=O)C 4-methylpentylbenzoate